[Na+].[Na+].[Ca+2].C(CN(CC(=O)[O-])CC(=O)[O-])N(CC(=O)[O-])CC(=O)[O-] (ethylenediaminetetra-acetic acid) calcium di-sodium salt